NC1=NC=2C=CC(=CC2C=2C1=CN(N2)COCC[Si](C)(C)C)C(=O)O 4-amino-2-(2-trimethylsilylethoxymethyl)pyrazolo[4,3-c]quinoline-8-carboxylic acid